4-((2,4-dioxo-1,3,8-triazaspiro[4.5]decan-3-yl)methyl)benzonitrile hydrochloride Cl.O=C1NC2(C(N1CC1=CC=C(C#N)C=C1)=O)CCNCC2